7-bromo-1-(2-(sec-butyl)phenyl)-6-chloro-quinazoline-2,4(1H,3H)-dione BrC1=C(C=C2C(NC(N(C2=C1)C1=C(C=CC=C1)C(C)CC)=O)=O)Cl